NC1=C(C=C(C=N1)NC(C(=O)N1C(CCC(C1)C)C=1C=C2C=NNC2=CC1)=O)C N-(6-amino-5-methyl-3-pyridyl)-2-[2-(1H-indazol-5-yl)-5-methyl-1-piperidyl]-2-oxo-acetamide